O.O.O.[Ni](Br)Br nickel bromide tri-hydrate